6-(6-{3-[(1-cyclopropylethyl)amino]pyrrolidin-1-yl}pyridazin-3-yl)-2-methyl-1,3-benzoxazol-5-ol C1(CC1)C(C)NC1CN(CC1)C1=CC=C(N=N1)C1=CC2=C(N=C(O2)C)C=C1O